Cl.C1NC[C@@H]2CN(CC[C@@H]21)C=2C(=NC=CC2)C(F)(F)F [(3aR,7aS)-octahydro-1H-pyrrolo[3,4-c]pyridin-5-yl]-2-(trifluoromethyl)pyridine hydrochloride